tert-Butyl (1-((3-(hydroxymethyl)-4-(trifluoromethyl)phenyl)sulfonyl)piperidin-4-yl)carbamate OCC=1C=C(C=CC1C(F)(F)F)S(=O)(=O)N1CCC(CC1)NC(OC(C)(C)C)=O